COC(=O)[C@@H]1[C@H]2C([C@H]2CN1C([C@@H](NC(=O)OC(C)(C)C)C(C)(C)C)=O)(C)C (1R,2S,5S)-3-[N-(t-Butoxycarbonyl)-3-methyl-L-valyl]-6,6-dimethyl-3-azabicyclo[3.1.0]hexane-2-carboxylic acid methyl ester